4-hydroxy-1,8-naphthalic anhydride C1=CC2=C(C=CC3=C2C(=C1)C(=O)OC3=O)O